N1C(C=CC=C1)=O 2-PYRIDON